4-O-α-D-galactopyranosyl-D-glucitol [C@H]1([C@H](O)[C@@H](O)[C@@H](O)[C@H](O1)CO)O[C@@H]([C@@H]([C@H](CO)O)O)[C@H](O)CO